(R)-N-(2-(1-ethyl-2,2-dimethylpyrrolidin-3-yl)thieno[2,3-b]pyridin-4-yl)benzo[d]thiazol-5-amine C(C)N1C([C@@H](CC1)C1=CC=2C(=NC=CC2NC=2C=CC3=C(N=CS3)C2)S1)(C)C